COC(=O)C=1SC(=CC1)CN1C(N(C=2N=C(NC(C12)=O)N)[C@@H]1O[C@@H]([C@H]([C@H]1O)F)CO)=O Methyl-5-((2-Amino-9-((2R,3S,4S,5R)-4-fluoro-3-hydroxy-5-(hydroxymethyl)tetrahydrofuran-2-yl)-6,8-dioxo-1,6,8,9-tetrahydro-7H-purin-7-yl)methyl)thiophen-2-carboxylat